BrC1=CC(=NC2=CC=C(C=C12)C(=O)NN(C1=NC=CC=N1)C)NC(C)(C)C 4-bromo-2-(tert-butylamino)-N'-methyl-N'-(pyrimidin-2-yl)quinoline-6-carbohydrazide